tert-butyl 4-(5-bromo-3-chloro-2-pyridyl)piperazine-1-carboxylate BrC=1C=C(C(=NC1)N1CCN(CC1)C(=O)OC(C)(C)C)Cl